5-(4-chloro-2-fluoro-phenyl)-7-((2R)-2-(5-cyclopropyl-1,2,4-oxadiazol-3-yl)-4-morpholinyl)-2,3-dimethylpyrido[4,3-d]-pyrimidin-4(3H)-one ClC1=CC(=C(C=C1)C1=NC(=CC=2N=C(N(C(C21)=O)C)C)N2C[C@@H](OCC2)C2=NOC(=N2)C2CC2)F